5-(2-(Dimethylamino)ethoxy)-N-(1-(3-(ethylsulfinyl)naphthalen-1-yl)cyclopropyl)-2-methylbenzamide CN(CCOC=1C=CC(=C(C(=O)NC2(CC2)C2=CC(=CC3=CC=CC=C23)S(=O)CC)C1)C)C